4-Benzyl-6-(6-methyl-2-pyridyl)morpholin-3-one C(C1=CC=CC=C1)N1C(COC(C1)C1=NC(=CC=C1)C)=O